C(C)(C)(C)OC(=O)N(C)C[C@]1(CC(=C(CC1)C1=CC=C(C=C1)Cl)CN1CCN(CC1)C1=CC=C(C(=O)OCC)C=C1)C (R)-ethyl 4-(4-((4-(((tert-butoxycarbonyl)(methyl)amino)methyl)-4'-chloro-4-methyl-3,4,5,6-tetrahydro-[1,1'-biphenyl]-2-yl)methyl)piperazin-1-yl)benzoate